N[C@@H](CC(=O)OCC)C=1C=C(C=CC1)C1=CC(=CC=C1)OC ethyl (S)-3-amino-3-(3'-methoxybiphenyl-3-yl)propanoate